1-(2-methylpropyl)-2-[(phenylmethyl)thio]-1H-imidazo[4,5-c]quinolin-4-amine CC(CN1C(=NC=2C(=NC=3C=CC=CC3C21)N)SCC2=CC=CC=C2)C